3-((6-(3-chloro-1H-pyrazol-4-yl)-4-(1-hydroxyethyl)-1-oxoisoquinolin-2(1H)-yl)methyl)-N-(2-(pyridin-2-yl)ethyl)benzamide ClC1=NNC=C1C=1C=C2C(=CN(C(C2=CC1)=O)CC=1C=C(C(=O)NCCC2=NC=CC=C2)C=CC1)C(C)O